C(C)(C)(C)C1=C(C(=CC(=C1)C)C(C)(C)C)O 2,6-di-t-butyl-4-methyl-phenol